Cl.N1[C@H](CNCC1)CC#N (S)-2-(piperazine-2-yl)acetonitrile hydrochloride